4-(1-methyl-1H-pyrazol-5-yl)nicotinonitrile CN1N=CC=C1C1=CC=NC=C1C#N